3-(2-aminopyrimidin-5-yl)-9-(1-((6-chloro-2-(1,3-dimethyl-1H-pyrazol-4-yl)pyridin-3-yl)amino)ethyl)-7-methyl-4-(methyl-d3)imidazo[1,5-a]quinazolin-5(4H)-one NC1=NC=C(C=N1)C=1N=CN2C1N(C(C1=CC(=CC(=C21)C(C)NC=2C(=NC(=CC2)Cl)C=2C(=NN(C2)C)C)C)=O)C([2H])([2H])[2H]